BrC1=NN(N=C1Br)C1CCN(CC1)C(=O)OC(C)(C)C tert-butyl 4-(4,5-dibromo-2H-1,2,3-triazol-2-yl)piperidine-1-carboxylate